CC(=C)C1=CC=2N(C3=CC=CC=C3S(C2C=C1)(=O)=O)CC1=CC=CC=C1 2-(1-methylvinyl)-10-benzyl-10H-phenothiazine-5,5-dioxide